tert-butyl N-[(2S)-1-[7-bromo-2-chloro-4-(methylsulfanyl)furo[3,2-d]pyrimidin-6-yl]-1,1-difluoropropan-2-yl]carbamate BrC1=C(OC2=C1N=C(N=C2SC)Cl)C([C@H](C)NC(OC(C)(C)C)=O)(F)F